(S)-tert-butyl (1-hydroxy-3,3-dimethylbutan-2-yl)carbamate OC[C@H](C(C)(C)C)NC(OC(C)(C)C)=O